tert-butyl 1-hydroxy-2-(5H-imidazo[5,1-a]isoindol-5-yl)-7-azaspiro[3.5]nonane-7-carboxylate OC1C(CC12CCN(CC2)C(=O)OC(C)(C)C)C2N1C(C3=CC=CC=C23)=CN=C1